6-bromohexyl 6,6-bis(oct-7-yn-1-yloxy)hexanoate C(CCCCCC#C)OC(CCCCC(=O)OCCCCCCBr)OCCCCCCC#C